(3-((6-bromopyridin-3-yl)methyl)-1,2,3-oxadiazol-3-ium-5-yl)((3-(trifluoromethyl)phenyl)carbamoyl)amide BrC1=CC=C(C=N1)C[N+]1=NOC(=C1)[N-]C(NC1=CC(=CC=C1)C(F)(F)F)=O